(3-bromophenyl)acetic acid BrC=1C=C(C=CC1)CC(=O)O